R-(-)-2-(2-fluorophenyl)-2-[(2-piperidine-4-ylethyl)amino]-N-(2-pyridine-4-ylethyl)acetamid iridium (III) [Ir+3].FC1=C(C=CC=C1)[C@H](C(=O)NCCC1=CC=NC=C1)NCCC1CCNCC1